22-hydroxy-ergosta-4,6,8(14)-trien-3-one OC(C[C@@H](C(C)C)C)[C@@H](C)[C@H]1CCC2=C3C=CC4=CC(CC[C@]4(C)[C@H]3CC[C@]12C)=O